C[C@H]1CCC(=NC1)C=1C=CC2=C(N=C(S2)C2CN(CC(C2)(C)C)C)C1 5-((S)-5-methyl-3,4,5,6-tetrahydropyridin-2-yl)-2-(1,5,5-trimethylpiperidin-3-yl)benzo[d]thiazole